(((1-(7-methoxybenzofuran-2-yl)ethyl)amino)methyl)cyclohexanol COC1=CC=CC=2C=C(OC21)C(C)NCC2(CCCCC2)O